ClC1=CC=C(C=N1)C(CC(=O)OC(C)(C)C)=O tert-butyl 3-(6-chloropyridin-3-yl)-3-oxopropanoate